(2-amino-3-(3-((6-((4-fluorobenzyl)amino)pyridin-3-yl)methyl)isoxazol-5-yl)pyridin-1-ium-1-yl)methyl hydrogen phosphate P(=O)(OC[N+]1=C(C(=CC=C1)C1=CC(=NO1)CC=1C=NC(=CC1)NCC1=CC=C(C=C1)F)N)(O)[O-]